((2-((4-fluorobenzyl)oxy)naphthalene-1-yl)methyl)(3-hydroxypropyl)carbamic acid tert-butyl ester C(C)(C)(C)OC(N(CCCO)CC1=C(C=CC2=CC=CC=C12)OCC1=CC=C(C=C1)F)=O